O=C1NC=C(C(N1)=O)C=1C=C(C=2N(N1)C=CN2)N2CC1(CN(C1)C(=O)OCC(F)(F)F)C(C2)(F)F 2,2,2-trifluoroethyl 6-(6-(2,4-dioxo-1,2,3,4-tetrahydropyrimidin-5-yl)imidazo[1,2-b]pyridazin-8-yl)-8,8-difluoro-2,6-diazaspiro[3.4]octane-2-carboxylate